dimethoxy-p-phenylenediamine CONC1=CC=C(C=C1)NOC